(3bR,4aR)-ethyl 1-(2-((2R,4R)-4-((3-chloropyridin-2-yl)oxy)-2-methylpiperidin-1-yl)-2-oxoethyl)-3b,4,4a,5-tetrahydro-1H-cyclopropa[3,4]cyclopenta[1,2-c]pyrazole-3-carboxylate ClC=1C(=NC=CC1)O[C@H]1C[C@H](N(CC1)C(CN1N=C(C2=C1C[C@@H]1[C@H]2C1)C(=O)OCC)=O)C